ClC=1C=C(C=CC1N1CC(C1)C(=O)OC)CC1CN(CCO1)C(=O)OC(C)(C)C tert-butyl 2-[[3-chloro-4-(3-methoxycarbonylazetidin-1-yl)phenyl]methyl]morpholine-4-carboxylate